(S)-N-(2-(4-Fluorophenyl)-2-(3-(pyridin-2-yl)azetidin-1-yl)ethyl)-2,5-bis(trifluoromethyl)pyrazolo[1,5-a]pyrimidin-7-amine FC1=CC=C(C=C1)[C@@H](CNC1=CC(=NC=2N1N=C(C2)C(F)(F)F)C(F)(F)F)N2CC(C2)C2=NC=CC=C2